[N].NC1=C(C(=CC=C1Br)F)C(O)C1=C(C=CC(=C1)F)Cl (2-amino-3-bromo-6-fluorophenyl)(2-chloro-5-fluorophenyl)methanol nitrogen